C1(=CC=CC=C1)NC(=O)[C@@H]1CN(CC[C@H]1NC(=O)C1=NOC(=C1)C1=C(C=C(C=C1)F)F)C1CCCCC1 (3R,4R)-1-cyclohexyl-4-{[5-(2,4-difluoro-phenyl)-isoxazole-3-carbonyl]-amino}-piperidine-3-carboxylic acid phenylamide